C1(CCCCC1)N1N=CC=2C1=NC(=NC2NC(=O)C=2SC(=CC2)[N+](=O)[O-])C=2C=NC(=CC2)OCC(C(F)F)(F)F N-(1-cyclohexyl-6-(6-(2,2,3,3-tetrafluoropropoxy)pyridin-3-yl)-1H-pyrazolo[3,4-d]pyrimidin-4-yl)-5-nitrothiophene-2-carboxamide